ClC=1C=C(C=CC1Cl)NC(=O)C1[C@H]2CC[C@H]1CC1=NC(NC=C12)=O (5R,8S)-N-(3,4-dichlorophenyl)-2-oxo-3,5,6,7,8,9-hexahydro-2H-5,8-methano-cyclohepta[d]-pyrimidine-10-carboxamide